C(#N)CN(CCN1C(N(CC1)CCN(CCN(CC#N)CC#N)CCN(CC#N)CC#N)=O)CCNCC#N 2,2',2'',2'''-((((2-(3-(2-((cyanomethyl)(2-((cyanomethyl)amino)eth-yl)amino)ethyl)-2-oxoimidazolidin-1-yl)ethyl)azanediyl)bis(eth-ane-2,1-diyl))bis(azanetriyl))tetraacetonitrile